5-(3-(cyclopent-1-en-1-yl)phenyl)-1H-pyrazole-3-carboxylic acid C1(=CCCC1)C=1C=C(C=CC1)C1=CC(=NN1)C(=O)O